(4-methoxybenzyl)imidazolidine COC1=CC=C(CN2CNCC2)C=C1